3-((4-bromo-2-nitrophenyl)amino)pyrrolidine-1-carboxylic acid (S)-tert-butyl ester C(C)(C)(C)OC(=O)N1CC(CC1)NC1=C(C=C(C=C1)Br)[N+](=O)[O-]